4-chlorobutyl-olivetol ClCCCCC1=C(C=C(C=C1O)CCCCC)O